FC(C(=O)N(CCCN(CCOCC(COCCN(CCCN(C)C(C(F)(F)F)=O)C(C(F)(F)F)=O)O)C(C(F)(F)F)=O)C)(F)F tetrakis(2,2,2-trifluoroacetyl)-9,13-dioxa-2,6,16,20-tetraazahenicosan-11-ol